N-tert-butyl-5-[[2-(5-chloro-2-hydroxy-phenyl)acetyl]amino]thiophene-2-carboxamide C(C)(C)(C)NC(=O)C=1SC(=CC1)NC(CC1=C(C=CC(=C1)Cl)O)=O